ClC1=C(C=C(C=C1)C1=C(N(C2=NC(=CC=C21)C(=O)N2C(C(NCC2)=O)(C)C)CC(C)C)C)F 4-(3-(4-chloro-3-fluorophenyl)-1-isobutyl-2-methyl-1H-pyrrolo[2,3-b]pyridine-6-carbonyl)-3,3-dimethylpiperazin-2-one